N[C@H]1CS(C=C1)(=N)=O (3R)-3-amino-1-imino-2,3-dihydro-1H-1λ6-thiophene-1-oxide